3-(1-(2-chlorophenyl)cyclopropyl)-5-(5-(difluoromethyl)-1H-pyrazol-3-yl)-1,2,4-oxadiazole ClC1=C(C=CC=C1)C1(CC1)C1=NOC(=N1)C1=NNC(=C1)C(F)F